N-(2-chloro-3'-(5-(2-(dimethylamino)acetyl)-5,6-dihydro-4H-pyrrolo[3,4-d]thiazol-2-yl)-2'-methylbiphenyl-3-yl)-1,5-dimethyl-4,5,6,7-tetrahydro-1H-imidazo[4,5-c]pyridine-2-carboxamide ClC1=C(C=CC=C1NC(=O)C=1N(C2=C(CN(CC2)C)N1)C)C1=C(C(=CC=C1)C=1SC2=C(N1)CN(C2)C(CN(C)C)=O)C